C(CCCCCCCCP(O)(=O)O)P(O)(=O)O 1,9-nonanediphosphonic acid